3-(7-(8-chloronaphthalen-1-yl)-8-fluoro-2-(2-(1-(fluoromethyl)-1H-imidazol-2-yl)ethoxy)pyrido[4,3-d]pyrimidin-4-yl)-3,8-diazabicyclo[3.2.1]octan-6-ol ClC=1C=CC=C2C=CC=C(C12)C1=C(C=2N=C(N=C(C2C=N1)N1CC2CC(C(C1)N2)O)OCCC=2N(C=CN2)CF)F